(2S,4S)-4-(4-(6-acetamidopyridin-3-yl)-1H-1,2,3-triazol-1-yl)-N-(3-chloro-4-(trifluoromethyl)phenyl)pyrrole-2-carboxamide C(C)(=O)NC1=CC=C(C=N1)C=1N=NN(C1)C=1C=C(NC1)C(=O)NC1=CC(=C(C=C1)C(F)(F)F)Cl